ethyl (R)-2-((4-(4-fluorophenyl)-7-methyl-2-oxo-2H-chromen-5-yl)oxy)propanoate FC1=CC=C(C=C1)C1=CC(OC2=CC(=CC(=C12)O[C@@H](C(=O)OCC)C)C)=O